(S)-6-amino-2-(((benzyloxy)carbonyl)amino)hexanoic acid NCCCC[C@@H](C(=O)O)NC(=O)OCC1=CC=CC=C1